(3R,5R)-1-{2-[6-(1,2,4-benzotriazin-6-yl)-1-(cyclopropylmethyl)-1H-pyrrolo[2,3-b]pyridin-2-yl]-7-methoxy-1-methyl-1H-1,3-benzodiazole-5-carbonyl}-5-fluoropiperidin-3-amine N1=NC=NC2=C1C=CC(=C2)C2=CC=C1C(=N2)N(C(=C1)C1=NC2=C(N1C)C(=CC(=C2)C(=O)N2C[C@@H](C[C@H](C2)F)N)OC)CC2CC2